C1(CC1)COCC(=O)C1=C(C=C(C=C1)C1=NOC(=N1)C(F)(F)F)F 2-(cyclopropylmethoxy)-1-(2-fluoro-4-(5-(trifluoromethyl)-1,2,4-oxadiazol-3-yl)phenyl)ethan-1-one